(5S)-2-{[1-(4-Methylphenyl)cyclopropyl]methyl}-3-oxo-2,3,5,6,7,8-hexahydro[1,2,4]triazolo[4,3-a]pyridine-5-carboxylic acid CC1=CC=C(C=C1)C1(CC1)CN1N=C2N([C@@H](CCC2)C(=O)O)C1=O